3-((6-(4-methoxy-5H-pyrrolo[3,2-d]pyrimidin-5-yl)-2-methyl-1H-imidazo[4,5-b]pyridin-1-yl)methyl)-N-methylaniline COC=1C2=C(N=CN1)C=CN2C=2C=C1C(=NC2)N=C(N1CC=1C=C(NC)C=CC1)C